C(C)(C)(C)OP(=O)(OC(C)(C)C)OC(C)(C)C.B(F)(F)F boron trifluoride tri-tert-butyl-phosphate